NC1=NC=2CCN(CC2C=C1)C(C(F)(F)F)=O 1-(2-amino-7,8-dihydro-1,6-naphthyridin-6(5H)-yl)-2,2,2-trifluoroethane-1-one